BrC1=C(C=CC=2N(C(N(C21)C)=O)N2C(CCCC2=O)=O)OC (4-bromo-5-methoxy-3-methyl-2-oxo-benzimidazol-1-yl)piperidine-2,6-dione